2-OCTAPRENYLPHENOL CC(=CCC/C(=C/CC/C(=C/CC/C(=C/CC/C(=C/CC/C(=C/CC/C(=C/CC/C(=C/CC1=CC=CC=C1O)/C)/C)/C)/C)/C)/C)/C)C